Ethyl-{[5-(4-methylphenyl)-1-phenyl-1H-pyrazol-3-yl]oxy}acetat C(C)OC(COC1=NN(C(=C1)C1=CC=C(C=C1)C)C1=CC=CC=C1)=O